3-(5-(difluoromethyl)-1,3,4-thiadiazol-2-yl)-N-(1-methylcyclopropyl)-8-(2,6-diazaspiro[3.4]octan-2-yl)imidazo[1,5-a]pyridine-6-sulfonamide formate C(=O)O.FC(C1=NN=C(S1)C1=NC=C2N1C=C(C=C2N2CC1(C2)CNCC1)S(=O)(=O)NC1(CC1)C)F